CC(C)(C)C1=CC=CC=C1OC tert-butylanisole